1-(1-Amino-3-{[(CIS)-4-phenylcyclohexyl]oxy}propan-2-yl)-1,2-dihydroquinolin-2-one NCC(CO[C@@H]1CC[C@@H](CC1)C1=CC=CC=C1)N1C(C=CC2=CC=CC=C12)=O